C1CCC2=C(C=3CCCC3C=C12)CC(=O)O (1,2,3,5,6,7-hexahydro-s-indacen-4-yl)acetic acid